(S)-(6-methoxypyrazolo[1,5-a]pyridin-3-yl)(4-(7-methylpyrazolo[1,5-a]pyridin-2-yl)-6,7-dihydro-1H-imidazo[4,5-c]pyridin-5(4H)-yl)methanone COC=1C=CC=2N(C1)N=CC2C(=O)N2[C@@H](C1=C(CC2)NC=N1)C1=NN2C(C=CC=C2C)=C1